N-(1-(6-(1-methoxycyclopentyl)pyridin-2-yl)-1H-pyrazolo[4,3-C]pyridin-6-yl)acetamide COC1(CCCC1)C1=CC=CC(=N1)N1N=CC=2C=NC(=CC21)NC(C)=O